NC=1SC(=C(C1C(=O)OC)C)C1=NN(C=C1)C(C)C methyl 2-amino-5-(1-isopropyl-1H-pyrazol-3-yl)-4-methylthiophene-3-carboxylate